C(N)(=O)C1=CC(=NC2=C1N=CN=C2N[C@@H]2CN(CCC2)C(=O)OC(C)(C)C)C2=CC=C(C=C2)CN2C[C@@H](OCC2)C tert-butyl (3S)-3-[[8-carbamoyl-6-(4-[[(2S)-2-methylmorpholin-4-yl] methyl] phenyl)pyrido[3,2-d]pyrimidin-4-yl]amino]piperidine-1-carboxylate